2-(3-(5-(3,5-Difluorophenyl)-4,5-dihydro-1H-pyrazole-1-carbonyl)bicyclo[1.1.1]pent-1-yl)acetonitrile FC=1C=C(C=C(C1)F)C1CC=NN1C(=O)C12CC(C1)(C2)CC#N